C(C)(=O)N[C@H](C(=O)N[C@H](C(=O)O)CCC(C)(C)C)CC1=NC=CC=C1 (2S)-2-[(2S)-2-acetamido-3-(pyridin-2-yl)propionylamino]-5,5-dimethylhexanoic acid